(1R,3S)-2,2-dimethyl-3-(3-(6-(1-methyl-1H-pyrazol-4-yl)pyrrolo[1,2-b]pyridazin-4-yl)-3,8-diazabicyclo[3.2.1]oct-8-yl)cyclobutane-1-carbonitrile CC1([C@@H](C[C@@H]1N1C2CN(CC1CC2)C=2C=1N(N=CC2)C=C(C1)C=1C=NN(C1)C)C#N)C